CC=1C=NC=CC1CC=1N=C(N(C1)COCC[Si](C)(C)C)[C@@H](O)C1=CN=CS1 |r| (rac)-(4-((3-methylpyridin-4-yl)methyl)-1-((2-(trimethylsilyl)ethoxy)methyl)-1H-imidazol-2-yl)(thiazol-5-yl)methanol